3-{2-[(6,6-dimethylpiperidin-3-yl)amino]-5-(trifluoromethyl)pyrimidin-4-yl}-7-[(1,3-thiazol-2-yl)methyl]-1H,4H,5H,6H,7H,8H-pyrrolo[2,3-c]azepin-8-one CC1(CCC(CN1)NC1=NC=C(C(=N1)C1=CNC=2C(N(CCCC21)CC=2SC=CN2)=O)C(F)(F)F)C